O=S1C=2C=CC=CC2NC2=CC=CC=C12 Oxo-phenothiazine